1,1-bis(4-hydroxyphenyl)-nonane OC1=CC=C(C=C1)C(CCCCCCCC)C1=CC=C(C=C1)O